O=C1OC(CC1C1CC(C2C(C(OC2=O)=O)C1)C)=O 6-(2,5-dioxotetrahydro-3-furanyl)-4-methylhexahydro-2-benzofuran-1,3-dione